OC12CC(C1)(C2)C(=O)N(C)OC 3-hydroxy-N-methoxy-N-methylbicyclo[1.1.1]pentane-1-carboxamide